C(C)(=O)OC1=C2C(=CNC2=C(C=C1)C)CCN(C)CC 4-acetoxy-7-methyl-3-(N-ethyl-N-methylaminoethyl)indole